C(C1=CC=CC=C1)OC=1C(=NC(=C(C1CO)C)CC1=CC(=CC=C1)OC1=CC=CC=C1)CCC (3-(benzyloxy)-5-methyl-6-(3-phenoxybenzyl)-2-propylpyridin-4-yl)methanol